C(CCCCCC(C)(C)C)(=O)[O-].[Sb+3].C(CCCCCC(C)(C)C)(=O)[O-].C(CCCCCC(C)(C)C)(=O)[O-] Antimony(III) neodecanoate